C(C)(C)(C)OC(=O)N1CCN(CC1)C1=CC=C(C=C1)NC1C(NC(CC1)=O)=O.O=C1NC(CCC1NC1=CC=C(C=C1)N1CCN(CC1)C(=O)OC(C)(C)C)=O tert-butyl 4-(4-((2,6-dioxopiperidin-3-yl)amino)phenyl)piperazine-1-carboxylate Tert-butyl-4-(4-((2,6-dioxopiperidin-3-yl)amino)phenyl)piperazine-1-carboxylate